3-(2-(6-(benzofuran-3-yl)-1-oxoisoindolin-2-yl)butanamido)-5-fluoro-4-oxopentanoic acid O1C=C(C2=C1C=CC=C2)C2=CC=C1CN(C(C1=C2)=O)C(C(=O)NC(CC(=O)O)C(CF)=O)CC